ClC=1C=C2C(=NC(=NC2=C(C1C1=CC=CC2=C1N=C(S2)N)F)N2CC(C2)N2CCS(CC2)(=O)=O)N2CCNCC2 4-[6-chloro-2-[3-(1,1-dioxo-1,4-thiazinan-4-yl)azetidin-1-yl]-8-fluoro-4-piperazin-1-yl-quinazolin-7-yl]-1,3-benzothiazol-2-amine